Methyl (S)-3-bromo-4-(((2-hydroxy-1-(4-(trifluoromethyl)phenyl)ethyl) amino)methyl)benzoate BrC=1C=C(C(=O)OC)C=CC1CN[C@H](CO)C1=CC=C(C=C1)C(F)(F)F